C(#N)C=1C=C(C=NC1)[C@H]1N(OCC1)C(=O)C1CCN(CC1)C1=NC(=NC=C1)C(=O)N 4-[4-[(3S)-3-(5-Cyano-3-pyridyl)isoxazolidine-2-carbonyl]-1-piperidyl]pyrimidine-2-carboxamide